C(C)(C)C1=C(OC(=C1)C(C)C)C(=O)[O-].[Cr+3].C(C)(C)C1=C(OC(=C1)C(C)C)C(=O)[O-].C(C)(C)C1=C(OC(=C1)C(C)C)C(=O)[O-] chromium 3,5-diisopropylfurancarboxylate